6-(3-hydroxypropyl)-4-(trifluoromethyl)-2-(2-trimethylsilylethoxymethyl)pyridazin-3-one OCCCC=1C=C(C(N(N1)COCC[Si](C)(C)C)=O)C(F)(F)F